(R)-tert-butyl 3-(1-(cyanomethyl)piperidin-3-yl)azetidine-1-carboxylate C(#N)CN1C[C@H](CCC1)C1CN(C1)C(=O)OC(C)(C)C